2'-((oxybis(ethane-2,1-diyl))bis(oxy))diacetic acid O(CCOCC(=O)O)CCOCC(=O)O